(2S,3S)-2-acetamido-N-((R)-1-(((S)-1-(((S)-1-amino-1-oxopropan-2-yl)amino)-1-oxo-3-phenylpropan-2-yl)amino)-3-methyl-1-oxobutan-2-yl)-3-methylpentanamide C(C)(=O)N[C@H](C(=O)N[C@@H](C(=O)N[C@H](C(=O)N[C@H](C(=O)N)C)CC1=CC=CC=C1)C(C)C)[C@H](CC)C